(5-fluoro-2-oxoindolin-3-ylidenemethyl)-2,4-dimethyl-1H-pyrrole-3-carboxamide FC=1C=C2C(C(NC2=CC1)=O)=CN1C(=C(C(=C1)C)C(=O)N)C